[N+](=O)([O-])C=1C=C(N)C=CC1B1OC(C(O1)(C)C)(C)C 3-nitro-4-(4,4,5,5-tetramethyl-1,3,2-dioxaborolan-2-yl)aniline